(S)-1-(3,4-difluorophenyl)ethylamine hydrochloride Cl.FC=1C=C(C=CC1F)[C@H](C)N